1-(2-(Isoindolin-2-yl)-4-oxo-3-(tetrahydro-2H-pyran-4-yl)-6-(trifluoromethyl)-3,4-dihydroquinazolin-8-yl)ethyl methanesulfonate CS(=O)(=O)OC(C)C=1C=C(C=C2C(N(C(=NC12)N1CC2=CC=CC=C2C1)C1CCOCC1)=O)C(F)(F)F